C(C)(C)(C)C1=CC=C(C(C=NC2C(CCCC2)N=CC=2C(O)=CC=C(C2)C(C)(C)C)=C1)O N,N'-bis(5-t-butylsalicylidene)-1,2-cyclohexanediamine